CN(CCC=1C=NN2C1C=CC=C2)C N,N-dimethyl-2-(pyrazolo[1,5-a]pyridin-3-yl)ethan-1-amine